2-((3aR,5r,6aS)-5-benzyl-5-hydroxyhexa-hydrocyclopenta[c]pyrrol-2(1H)-yl)-1-(5-hydroxypyrazin-2-yl)ethanone C(C1=CC=CC=C1)C1(C[C@@H]2[C@@H](CN(C2)CC(=O)C2=NC=C(N=C2)O)C1)O